C(C1=CC=CC=C1)OC1=CC=C(C=C1)C=1NC2=CC=CC=C2C(C1O)=O 2-(4-(benzyloxy)phenyl)-3-hydroxyquinolin-4(1H)-one